C=C1CC=CC2=C(C=CC=C1)C=CC=C2 8-methylenebenzocyclodecene